(S)-N-((6-amino-2-methylpyridin-3-yl)methyl)-1-chloro-3-((3-(methylsulfonyl)benzyl)amino)-4-oxo-4,6,7,8-tetrahydropyrrolo[1,2-a]pyrazine-6-carboxamide trifluoroacetate FC(C(=O)O)(F)F.NC1=CC=C(C(=N1)C)CNC(=O)[C@@H]1CCC=2N1C(C(=NC2Cl)NCC2=CC(=CC=C2)S(=O)(=O)C)=O